(S)-2-(difluoromethylene)-5-oxotetrahydro-1H-pyrrolizine FC(=C1C[C@@H]2CCC(N2C1)=O)F